isoquinolin-2-ylbenzenesulfonate C1N(C=CC2=CC=CC=C12)C1=C(C=CC=C1)S(=O)(=O)[O-]